C(CCCCCCCCCCCCCCCC)C1=CSC2=C1SC1=C2SC2=C1SC=C2CCCCCCCCCCCCCCCCC 3,7-bis(heptadecyl)thieno[3,2-b]thieno[2',3':4,5]thieno[2,3-d]thiophene